BrC1=CC2=C(C3=C(O2)C=CC(=C3)C#N)C=C1 7-bromodibenzo[b,d]Furan-2-carbonitrile